[Au+].N1=C(C=CC=C1)C1=NC=CC=C1 [2,2'-bipyridine] gold (I)